FC1=C(C=CC=C1)C1=CN=C(S1)NC(=O)C1N2C=CC=C2C(CC1)=O N-[5-(2-fluorophenyl)thiazol-2-yl]-8-oxo-6,7-dihydro-5H-indolizine-5-carboxamide